N-(5-(difluoromethoxy)-1H-pyrazol-3-yl)-6-((tetrahydro-4H-pyran-4-ylidene)methyl)pyrazin-2-amine FC(OC1=CC(=NN1)NC1=NC(=CN=C1)C=C1CCOCC1)F